C(C=C)(=O)O.C(C=C)(=O)O.C12(C3(CCCC3C(CC1)C2)C(=O)O)C(=O)O tricyclo[5.2.1.02,6]decanedioic acid diacrylate